BrC1=CC=C2C(N(C=NN21)CC2(CCN(CC2)C(=O)[C@H]2[C@@H](CN(CC2)C(=O)C2=C(N=C(S2)C=2C=NC(=CC2)C)C)C2=CC=CC=C2)O)=O 7-bromo-3-[[4-hydroxy-1-[(3R,4R)-1-[4-methyl-2-(6-methyl-3-pyridinyl)thiazole-5-carbonyl]-3-phenyl-piperidine-4-carbonyl]-4-piperidinyl]methyl]pyrrolo[2,1-f][1,2,4]triazin-4-one